2-(2'-hydroxy-3',5'-diisopentylphenyl)benzotriazole OC(CC=1C=C(C=C(C1)N1N=C2C(=N1)C=CC=C2)CCC(C)C)C(C)C